ClC1=CC=C(C(=O)OC[C@H]2O[C@H](C[C@@H]2OC(C2=CC=C(C=C2)Cl)=O)N2C(NC=C(C2=O)CC)=O)C=C1 ((2R,3S,5R)-3-((4-chlorobenzoyl)oxy)-5-(5-ethyl-2,6-dioxo-3,6-dihydropyrimidin-1(2H)-yl)tetrahydrofuran-2-yl)methyl 4-chlorobenzoate